1-((thioureidoimino)methyl)-4-hydroxybenzene N(C(=S)N)N=CC1=CC=C(C=C1)O